S-(3-chlorophenyl)thio-diphenyl-phosphorus oxide ClC=1C=C(C=CC1)SP(C1=CC=CC=C1)(C1=CC=CC=C1)=O